1-(5-bromopyrimidin-2-yl)cyclobutan-1-amine BrC=1C=NC(=NC1)C1(CCC1)N